FC1=C2C[C@@H](N(C2=CC(=C1N1S(NC(C1)=O)(=O)=O)O)C)CN(C(OC(C)(C)C)=O)CC(C)C tert-butyl {[(2R)-4-fluoro-6-hydroxy-1-methyl-5-(1,1,4-trioxo-1λ6,2,5-thiadiazolidin-2-yl)-2,3-dihydro-1H-indol-2-yl]methyl}(2-methylpropyl)carbamate